2-(5-(8-(pyridin-2-yl)-7,8-dihydro-6H-pyrrolo[2',1':2,3]imidazo[4,5-b]pyridin-2-yl)pyrimidin-2-yl)propan-2-ol N1=C(C=CC=C1)C1CCC2=NC=3C(=NC(=CC3)C=3C=NC(=NC3)C(C)(C)O)N21